C(C)(C)C=1C=2C(C(NN1)=O)=NN(C2)C 4-Isopropyl-2-methyl-6H-pyrazolo[3,4-d]pyridazin-7-one